C(CCCCCCCCCCCCC)(=O)N Myristamid